CN1N=CC=2C1=NC(=CC2N2CC1=C(CC2)N(N=C1C(F)(F)F)CC12CCC(CC1)(CC2)N)C 4-((5-(1,6-dimethyl-1H-pyrazolo[3,4-b]pyridin-4-yl)-3-(trifluoromethyl)-4,5,6,7-tetrahydro-1H-pyrazolo[4,3-c]pyridin-1-yl)methyl)bicyclo[2.2.2]octan-1-amine